2-acetyl-5-chloro-1'-methyl-2H-spiro[benzo[d]isothiazole-3,3'-pyrrolidine]-2',5'-dione 1,1-dioxide C(C)(=O)N1S(C2=C(C=C(C=C2)Cl)C12C(N(C(C2)=O)C)=O)(=O)=O